BrC1=C(C=C(C(=O)N2CC=3N(CC2)C(N(C3C(=O)NCC3=C(C=C(C=C3)O[C@H](C(=O)N)C)F)C3=CC=C(C=C3)OC3CC3)=O)C=C1)Cl |r| 7-(4-bromo-3-chloro-benzoyl)-2-[4-(cyclopropoxy)phenyl]-N-[[2-fluoro-4-[rac-(1S)-2-amino-1-methyl-2-oxo-ethoxy]phenyl]methyl]-3-oxo-6,8-dihydro-5H-imidazo[1,5-a]pyrazine-1-carboxamide